1-chloro-6-(difluoromethoxy)isoquinoline ClC1=NC=CC2=CC(=CC=C12)OC(F)F